di((Z)-non-2-en-1-yl) 8,8'-((2-((2-(dimethylamino)ethyl)thio)acetyl)azanediyl)dioctanoate CN(CCSCC(=O)N(CCCCCCCC(=O)OC\C=C/CCCCCC)CCCCCCCC(=O)OC\C=C/CCCCCC)C